5-amino-1-[3-(3,4-dichlorophenyl)-1-piperidyl]pent-2-yn-1-one tosylate salt S(=O)(=O)(O)C1=CC=C(C)C=C1.NCCC#CC(=O)N1CC(CCC1)C1=CC(=C(C=C1)Cl)Cl